2-[6-[(3aS,7aR)-6-methyl-3,3a,4,5,7,7a-hexahydro-2H-pyrrolo[2,3-c]pyridin-1-yl]pyridazin-3-yl]-3-ethyl-5-methyl-phenol CN1C[C@H]2[C@@H](CC1)CCN2C2=CC=C(N=N2)C2=C(C=C(C=C2CC)C)O